5-(7-{[1-(cyclopropanesulfonyl)pyrrolidin-3-yl]methyl}-1-fluoro-3-hydroxynaphthalen-2-yl)-1λ6,2,5-thiadiazolidine-1,1,3-trione C1(CC1)S(=O)(=O)N1CC(CC1)CC1=CC=C2C=C(C(=C(C2=C1)F)N1CC(NS1(=O)=O)=O)O